O1C(CCCC1)N1N=CC=2C1=NC=C(C2)N 1-tetrahydropyran-2-ylpyrazolo[3,4-b]pyridine-5-amine